[Cl-].[Cl-].C[SiH](C)[Ti+2](C1C(=C(C(=C1C)C)C)C)NC(C)(C)C dimethylsilyl-tertiary butylaminotetramethylcyclopentadienyl-titanium dichloride